5-Amino-1-(4-methoxybenzyl)-1H-pyrazole-4-carboxylic acid NC1=C(C=NN1CC1=CC=C(C=C1)OC)C(=O)O